CC(C(=O)N)C(CCC)C 2,3-dimethylcaproamide